NC1=NC(=CC(=C1)NCCCC)CC1=CC=C(C=C1)CCN(C)C 2-Amino-4-(butylamino)-6-(4-(2-(dimethylamino)ethyl)benzyl)pyridin